ClC=1C(=CC2=C(N(C=N2)C(=O)NCCC2=CC=CC=C2)C1)C1CCN(CC1)C 6-Chloro-5-(1-methylpiperidin-4-yl)-N-phenethyl-1H-benzo[d]imidazole-1-carboxamide